FC=1C(=NC(=NC1)NC1=CC=C(C=N1)C1CCN(CC1)CCC#N)C1=CC2=C(N(N=C2C=C1)C)C(C)C 3-[4-[6-[[5-Fluoro-4-(3-isopropyl-2-methyl-2H-indazol-5-yl)pyrimidin-2-yl]amino]-3-pyridinyl]-1-piperidinyl]propionitrile